COCCOCCCN(CCCN(C(OC(C)(C)C)=O)C)C tert-Butyl (3-((3-(2-methoxyethoxy)propyl)(methyl)amino)propyl)(methyl)carbamate